CS(=NC(=O)C=1C(=NC2=CC=C(C=C2C1)C)COC1=CC=C(C=C1)C1=NN(C=C1C1=CC=NC=C1)C)(=O)C N-[Dimethyl(oxo)-λ6-sulfanylidene]-6-methyl-2-[[4-[1-methyl-4-(4-pyridyl)pyrazol-3-yl]phenoxy]methyl]quinoline-3-carboxamide